C(C)(C)N1CCC=2C1=CN=C(C2)C2=NSC(=N2)NC2=NC=C(C=C2C(F)(F)F)NC N2-(3-(1-Isopropyl-2,3-dihydro-1H-pyrrolo[2,3-c]pyridin-5-yl)-1,2,4-thiadiazol-5-yl)-N5-methyl-3-(trifluoromethyl)pyridine-2,5-diamine